ClC=1C=C(C(=NC1)OC1=CC=C(C=C1)C1=CN=CC(=N1)CC(=O)O)F 2-(6-(4-((5-chloro-3-fluoropyridin-2-yl)oxy)phenyl)pyrazin-2-yl)acetic acid